benzyl (S)-(3-hydroxy-1-phenylpropyl)carbamate OCC[C@@H](C1=CC=CC=C1)NC(OCC1=CC=CC=C1)=O